Cl.CC=1N=C2C(=NC1N1CCC3(CC1)CC1=CC=CC=C1[C@H]3N)NN=C2N2CCCC3=NC(=CC=C23)C=2C=NN(C2)C (3S)-1'-{5-methyl-3-[6-(methyl-1H-pyrazol-4-yl)-1,2,3,4-tetrahydro-1,5-naphthyridin-1-yl]-1H-pyrazolo[3,4-b]pyrazin-6-yl}-1,3-dihydrospiro[indene-2,4'-piperidin]-3-amine hydrochloride